BrC[C@](C(=O)O)(C)O (2R)-3-bromo-2-hydroxy-2-methylpropanoic acid